C1(=CC=CC2=CC3=CC=CC=C3C=C12)C(=O)N anthracenecarboxylic acid, Amide